C(NC1=C(C=CC=C1C(C)C)C(C)C)NC1=C(C=CC=C1C(C)C)C(C)C methylenebis-(2,6-diisopropylaniline)